BrC1=CC(=C(C=NC=2C(=NC(=NC2)Cl)N)C=C1)OC 5-((4-bromo-2-methoxybenzylidene)amino)-2-chloropyrimidin-4-amine